O=C1N(CCC(N1)=O)C1=C2C=CN(C2=CC=C1)C1CCN(CC1)CC1CCN(CC1)C1=CC(=C(C=C1)C1CCN(CC1)C=1C=CC(=C2C(=CNC12)C#N)C)F 7-(4-{4-[4-({4-[4-(2,4-Dioxo-1,3-diazinan-1-yl)-1H-indol-1-yl]piperidin-1-yl}methyl)piperidin-1-yl]-2-fluorophenyl}piperidin-1-yl)-4-methyl-1H-indole-3-carbonitrile